2-(3-phenylpropionyl)benzaldehyde C1(=CC=CC=C1)CCC(=O)C1=C(C=O)C=CC=C1